ClC1=NC(=C2NC=NC2=N1)NC1=C(C=CC=C1)P(C)C (2-((2-chloro-7H-purin-6-yl)amino)phenyl)dimethylphosphine